NC1=C(C=C(C=N1)C=1C(=NC=CC1)F)C(=O)N[C@@H]1[C@H](CCC1)OCC1=CC=C(C=C1)C=1C=C2C(C[C@@H](C2=CC1)N1CCN(CC1)C)(C)C 6-amino-N-[(1S,2S)-2-({4-[(1S)-3,3-dimethyl-1-(4-methylpiperazin-1-yl)-2,3-dihydro-1H-inden-5-yl]phenyl}methoxy)cyclopentyl]-2'-fluoro[3,3'-bipyridine]-5-carboxamide